4-fluoro-N,N'-diphenyl-benzoyl-hydrazine FC1=CC=C(C(=O)N(NC2=CC=CC=C2)C2=CC=CC=C2)C=C1